(4-((5-(2-hydroxy-4-(1H-pyrazol-4-yl)phenyl)pyrazin-2-yl)(methyl)amino)-2,2,6,6-tetramethylpiperidin-1-yl)propan-1-one OC1=C(C=CC(=C1)C=1C=NNC1)C=1N=CC(=NC1)N(C1CC(N(C(C1)(C)C)C(CC)=O)(C)C)C